5,7-dibromo-3-methyl-1H-indazole BrC=1C=C2C(=NNC2=C(C1)Br)C